2-(4-fluorophenyl)butanoic acid FC1=CC=C(C=C1)C(C(=O)O)CC